(S)-6-(4-(1-hydroxyethyl)-1H-pyrazol-1-yl)-N-(6-methoxy-1-methyl-1H-indazol-7-yl)pyridine-3-sulfonamide O[C@@H](C)C=1C=NN(C1)C1=CC=C(C=N1)S(=O)(=O)NC=1C(=CC=C2C=NN(C12)C)OC